3-[5-[1-[[4-(chloromethyl)phenyl]methyl]-4-fluoro-4-piperidyl]-1-oxo-isoindolin-2-yl]piperidine-2,6-dione ClCC1=CC=C(C=C1)CN1CCC(CC1)(F)C=1C=C2CN(C(C2=CC1)=O)C1C(NC(CC1)=O)=O